FC1(C[C@@]2(CC1)C[C@@H](NCC2)C2=CC=C(C(=O)OC)C=C2)F methyl 4-((5R,7R)-2,2-difluoro-8-azaspiro[4.5]decan-7-yl)benzoate